IC=1C(=CC=2[C@@]34C([C@H](CC2C1)N(CC4)C)CCCC3)OC (1S,9S)-5-iodo-4-methoxy-17-methyl-17-azatetracyclo[7.5.3.01,10.02,7]heptadeca-2(7),3,5-triene